N1=CN=CC(=C1)C(=C1C2=CC=CC=C2C(C=2C=CC=CC12)=C(C=1C=NC=NC1)C=1C=NC=NC1)C=1C=NC=NC1 9,10-bis(di(pyrimidine-5-yl)methylene)-9,10-dihydroanthracene